OC1=NC(=NC=C1)SC 4-hydroxy-2-methylthiopyrimidine